COC=1C=C2[C@]3(C(NC2=CC1)=O)[C@@H](C3)C3=CC=C1C(=NNC1=C3)NC=3C(=C1CN(C(C1=CC3)=O)C)OC (1R,2S)-5'-methoxy-2-{3-[(4-methoxy-2-methyl-1-oxo-2,3-dihydro-1H-isoindol-5-yl)amino]-1H-indazol-6-yl}spiro[cyclopropane-1,3'-indol]-2'(1'H)-one